2-Phenylprop-2-yldithiobenzoate C1(=CC=CC=C1)C(C)(C)SC(C1=CC=CC=C1)=S